4-propyl-3,4-dihydro-2H-benzo[b][1,4]thiazine C(CC)N1C2=C(SCC1)C=CC=C2